3-bromo-6'-fluoro-6-(thiazol-2-yl)-[2,2'-bipyridine]-4-amine BrC=1C(=NC(=CC1N)C=1SC=CN1)C1=NC(=CC=C1)F